C(C)OC(=O)C1=CC=C2C(=N1)N(C=N2)CC2OCC2 3-(oxetan-2-ylmethyl)-3H-imidazo[4,5-b]Pyridine-5-carboxylic acid ethyl ester